tert-butyl 4-(3-((4-((2-((2S)-2-(1-hydroxy-2-((oxazol-5-ylmethyl)amino)-2-oxoethyl)pyrrolidin-1-yl)-2-oxoethyl)carbamoyl)quinolin-6-yl)oxy)propyl)piperazine-1-carboxylate OC(C(=O)NCC1=CN=CO1)[C@H]1N(CCC1)C(CNC(=O)C1=CC=NC2=CC=C(C=C12)OCCCN1CCN(CC1)C(=O)OC(C)(C)C)=O